(4-cyano-3-fluorophenyl)Boric acid C(#N)C1=C(C=C(C=C1)OB(O)O)F